S1C(=CC=C1)C1=C(C(C=2C=NC=3C=CC=CC3C21)=O)C(F)(F)F 1-(thiophen-2-yl)-2-(trifluoromethyl)-3H-cyclopenta[c]quinolin-3-one